N-(4-AMINO-3,4-DIOXO-1-PHENYLBUTAN-2-YL)-1-(4-(4-((DIETHYLAMINO)METHYL)PHENOXY)PHENYL)-3-METHYL-1H-PYRAZOLE-5-CARBOXAMIDE HYDROCHLORIDE Cl.NC(C(C(CC1=CC=CC=C1)NC(=O)C1=CC(=NN1C1=CC=C(C=C1)OC1=CC=C(C=C1)CN(CC)CC)C)=O)=O